C(C1=CC=CC=C1)OC(=O)N1CCC(CC1)CN=[N+]=[N-] 4-(azidomethyl)piperidine-1-carboxylic acid benzyl ester